FC=1C=C2C(N(C(=NC2=C(C1)[C@@H](C)NC1=C(C(=O)O)C=CC=C1)N1CCOCC1)C)=O (R)-2-((1-(6-fluoro-3-methyl-2-morpholino-4-oxo-3,4-dihydroquinazolin-8-yl)ethyl)amino)benzoic acid